4-((5-chloro-4-(4-fluoro-1-isopropyl-2-(2-oxooxazolidin-3-yl)-1H-benzo[d]imidazol-6-yl)pyrimidin-2-yl)amino)-N-(1-cyanocyclopropyl)benzenesulfonamide ClC=1C(=NC(=NC1)NC1=CC=C(C=C1)S(=O)(=O)NC1(CC1)C#N)C=1C=C(C2=C(N(C(=N2)N2C(OCC2)=O)C(C)C)C1)F